2-((2-chloro-5-(cyanomethyl)-7-(2-trimethylsilylethoxymethyl)-7H-pyrrolo[2,3-d]pyrimidin-4-yl)amino)-N,N-dimethylbenzenesulfonamide ClC=1N=C(C2=C(N1)N(C=C2CC#N)COCC[Si](C)(C)C)NC2=C(C=CC=C2)S(=O)(=O)N(C)C